C1(=CCCCC1)N1C=2N=C(NC(C2N=C1C=1C=NC(=CC1)[N+](=O)[O-])=O)NC1=NC=CC=C1 9-(cyclohex-1-en-1-yl)-8-(6-nitropyridin-3-yl)-2-(pyridin-2-ylamino)-1,9-dihydro-6H-purin-6-one